(Rac)-2-(oxepan-4-yl)-7-(4-piperidyl)-3H-imidazo[4,5-b]pyridine, hydrochloride Cl.O1CC[C@@H](CCC1)C1=NC=2C(=NC=CC2C2CCNCC2)N1 |r|